N[C@@H]1CN(CC[C@H]1C)C1=CC(=NC=C1C=1C=NN(C1)C(F)F)NC1=NC(=C(C#N)C=C1)C1=C(C=CC=C1OC)F 6-((4-((3S,4R)-3-amino-4-methylpiperidin-1-yl)-5-(1-(difluoromethyl)-1H-pyrazol-4-yl)pyridin-2-yl)amino)-2-(2-fluoro-6-methoxyphenyl)-nicotinonitrile